Trimethylsilylcyanid C[Si](C)(C)C#N